9-[(2-aminoethyl)amino]-6-fluoro-benzo[G]isoquinoline-5,10-dione NCCNC1=CC=C(C=2C(C=3C=CN=CC3C(C21)=O)=O)F